C(C)(C)(C)OC(N[C@@H]1C[C@@H](CC12CCN(CC2)C2=NC(=CC(=N2)C#N)C)O[Si](C)(C)C(C)(C)C)=O ((1R,3R)-3-((tert-Butyldimethylsilyl)oxy)-8-(4-cyano-6-methylpyrimidin-2-yl)-8-azaspiro[4.5]dec-1-yl)carbamic acid tert-butyl ester